Cl.CN1CC(C1)CC(=O)O (1-methyl-azetidin-3-yl)-acetic acid hydrochloride